8-(3-(((tert-butyldiphenylsilyl)oxy)methyl)-3-(difluoromethyl)cyclobutyl)-N-(1-methanesulfonylpiperidin-4-yl)quinazolin-2-amine [Si](C1=CC=CC=C1)(C1=CC=CC=C1)(C(C)(C)C)OCC1(CC(C1)C=1C=CC=C2C=NC(=NC12)NC1CCN(CC1)S(=O)(=O)C)C(F)F